(Z)-2-(3,5-difluorobenzylidene)-6-hydroxybenzofuran-3(2H)-one FC=1C=C(\C=C\2/OC3=C(C2=O)C=CC(=C3)O)C=C(C1)F